(R)-N-(5-((6-(3-(3'-fluoro-[1,1'-biphenyl]-3-yl)-isoxazolidin-2-yl)-pyrimidin-4-yl)-amino)-4-methoxy-2-(4-(methylsulfonyl)piperazin-1-yl)-phenyl)acrylamide FC=1C=C(C=CC1)C1=CC(=CC=C1)[C@@H]1N(OCC1)C1=CC(=NC=N1)NC=1C(=CC(=C(C1)NC(C=C)=O)N1CCN(CC1)S(=O)(=O)C)OC